C(#N)C1=C(C=CC=C1)[C@@H]([C@@H](C)C=1N(C(C(=C(N1)C(=O)NC=1C=NOC1)O)=O)C)C=1C=NN(C1)CCN1CCOCC1 2-((1R,2R)-1-(2-cyanophenyl)-1-(1-(2-morpholinoethyl)-1H-pyrazol-4-yl)propan-2-yl)-5-hydroxy-N-(isoxazol-4-yl)-1-methyl-6-oxo-1,6-dihydropyrimidine-4-carboxamide